C1(CCCCC1)NC(=O)N1CCC(CC1)C\C=C(/C)\C1=CC=CC=C1 (E)-N-cyclohexyl-4-(3-phenylbut-2-en-1-yl)piperidine-1-carboxamide